N-(piperidin-4-yl)isoquinolin-6-amine hydrochloride Cl.N1CCC(CC1)NC=1C=C2C=CN=CC2=CC1